bis(2-methoxycarbonylethoxy)-1,1'-binaphthyl COC(=O)CCOC=1C(=C(C2=CC=CC=C2C1)C1=CC=CC2=CC=CC=C12)OCCC(=O)OC